tert-butyl 4-(2-methoxy-4-(4,4,5,5-tetramethyl-1,3,2-dioxaborolan-2-yl)phenyl)-3,6-dihydropyridine-1(2H)-carboxylate COC1=C(C=CC(=C1)B1OC(C(O1)(C)C)(C)C)C=1CCN(CC1)C(=O)OC(C)(C)C